1-[(4,5-dichloro-1H-indol-2-yl)carbonyl]-N-methyl-3-piperidinecarboxamide ClC1=C2C=C(NC2=CC=C1Cl)C(=O)N1CC(CCC1)C(=O)NC